6-(4-cyclopropyl-6-methoxypyrimidin-5-yl)-4-[({4-[1-methyl-4-(trifluoromethyl)imidazol-2-yl]phenyl}methyl)amino]pyridine-3-carbaldehyde C1(CC1)C1=NC=NC(=C1C1=CC(=C(C=N1)C=O)NCC1=CC=C(C=C1)C=1N(C=C(N1)C(F)(F)F)C)OC